FC1(C(C1)C(=O)NC1=NC=C2C=C(C=3N(C2=C1)C=CN3)C=3C=NC(=CC3C)[C@@H](CCC)O)F 2,2-difluoro-N-(4-{6-[(R)-1-hydroxybutyl]-4-methylpyridin-3-yl}imidazo[1,2-a]1,6-naphthyridin-8-yl)cyclopropane-1-carboxamide